N-((1r,4r)-4-((2-ethylbutyl)amino)cyclohexyl)-4-isopropyl-5-(8-methyl-[1,2,4]triazolo[1,5-a]pyridin-6-yl)-1H-pyrazole-3-carboxamide C(C)C(CNC1CCC(CC1)NC(=O)C1=NNC(=C1C(C)C)C=1C=C(C=2N(C1)N=CN2)C)CC